BrC1=C(C=CC(=C1CC)F)C1OCCO1 2-(2-bromo-3-ethyl-4-fluorophenyl)-1,3-dioxolane